indeno[1,2-c]Pyridine C1=NC=CC2=C1C1=CC=CC=C1C2